5-butyl-4-(4-hydroxy-3-methoxyphenyl)-3-phenyl-1,4-dihydropyrrolo[3,4-c]pyrazol-6-one C(CCC)N1C(C=2NN=C(C2C1C1=CC(=C(C=C1)O)OC)C1=CC=CC=C1)=O